(S)-5-(2,2-difluoroacetyl)-N-((S)-3-oxo-1-((S)-2-oxopyrrolidin-3-yl)-4-(trifluoromethoxy)butan-2-yl)-5-azaspiro[2.4]heptane-6-carboxamide FC(C(=O)N1CC2(CC2)C[C@H]1C(=O)N[C@@H](C[C@H]1C(NCC1)=O)C(COC(F)(F)F)=O)F